FC=1C(=CC(=NC1)OC)C(C(=O)OCC1=CC=CC=C1)C(=O)OCC1=CC=CC=C1 dibenzyl 2-(5-fluoro-2-methoxypyridin-4-yl)malonate